(S)-3-(1,4-dimethyl-1H-benzo[d][1,2,3]triazol-5-yl)-3-(3-(((S)-7-hydroxy-2-methyl-2,3-dihydropyrido[2,3-f][1,4]oxazepin-4(5H)-yl)methyl)-4-methylphenyl)-2,2-dimethylpropionic acid CN1N=NC2=C1C=CC(=C2C)[C@@H](C(C(=O)O)(C)C)C2=CC(=C(C=C2)C)CN2C[C@@H](OC1=C(C2)N=C(C=C1)O)C